BrCCS(=O)(=O)C 1-bromo-2-methyl-sulfonyl-ethane